C(C=C)N(CC(COC1=CC=C(C=C1)\C=C\C1=CC(=CC(=C1)OC)OC)O)CC=C (E)-1-(diallylamino)-3-(4-(3,5-dimethoxystyryl)phenoxy)propan-2-ol